2-(2-chlorophenyl)-4-[3-(dimethylamino)phenyl]-5-(pyridin-3-ylmethyl)-1H-pyrazolo[4,3-c]pyridine-3,6(2h,5h)-dione ClC1=C(C=CC=C1)N1NC=2C(=C(N(C(C2)=O)CC=2C=NC=CC2)C2=CC(=CC=C2)N(C)C)C1=O